CC1NCCC1 (-)-2-methylpyrrolidine